ClC=1C=NN(C1C1=NN2C(NC(CC2)=O)=N1)C(C)C 2-(4-chloro-1-isopropyl-1H-pyrazol-5-yl)-6,7-dihydro-[1,2,4]triazolo[1,5-a]pyrimidin-5(4H)-one